O=C1N(CC2=CC(=CC=C12)C[C@@H]1[C@H](CCCC1)NCC1=CC=NC=C1)C1C(NC(CC1)=O)=O 3-(1-oxo-5-(((1R,2S)-2-((pyridin-4-ylmethyl)amino)cyclohexyl)methyl)isoindolin-2-yl)piperidine-2,6-dione